C=C1OCOCC1 4-methylene-1,3-dioxane